C1OCCC2=C1C=CC(=C2)CC2=C(C(=NN2)COC)C(=O)NCC2=C(C(=CC=C2N2N=NC(=C2)C)OC)F (3,4-dihydro-1H-2-benzopyran-6-ylmethyl)-N-{[2-fluoro-3-methoxy-6-(4-methyl-1,2,3-triazol-1-yl)phenyl]methyl}-3-(methoxymethyl)pyrazole-4-carboxamide